F[C@@H]1C[C@H]2[C@H](CCC3=C(O2)C(=C(C=C3)C(=O)O)F)[C@H]1\C=C\C(O)C1(CC1)C1=C(C=CC=C1)F (1R,2R,3aS,10aR)-2,5-difluoro-1-{(1E,3ξ)-3-[1-(2-fluorophenyl)cyclopropyl]-3-hydroxy-1-propen-1-yl}-2,3,3a,9,10,10a-hexahydro-1H-benzo[b]cyclopenta[f]oxepin-6-carboxylic acid